ClC=1C=C(C=C(C1)Cl)C1=NC(=CC(=C1)CN1CCC(CC1)CC(=O)O)OC=1C=NC(=NC1)N1CCNCC(C1)O 2-(1-((2-(3,5-dichlorophenyl)-6-((2-(6-hydroxy-1,4-diazepan-1-yl)pyrimidin-5-yl)oxy)pyridin-4-yl)methyl)piperidin-4-yl)acetic acid